Methyl 2-(3,5-bis(benzyloxy)-4-bromophenyl)acetate C(C1=CC=CC=C1)OC=1C=C(C=C(C1Br)OCC1=CC=CC=C1)CC(=O)OC